C(C1=CC=CC=C1)C12CN(CCC1=NN(C2=O)C)C(C(C2=CC=C(C=C2)Cl)NC(=O)C2C(C1=CC=CC=C1CC2)N)=O 1-amino-1,2,3,4-tetrahydronaphthalene-2-carboxylic acid [2-(3a-benzyl-2-methyl-3-oxo-2,3,3a,4,6,7-hexahydropyrazolo[4,3-c]pyridin-5-yl)-1-(4-chlorophenyl)-2-oxoethyl]amide